1-(2-(6,7-Dichloro-3-((4-chloro-3-cyanophenyl)amino)-9H-carbazol-1-yl)ethyl)guanidine ClC=1C=C2C=3C=C(C=C(C3NC2=CC1Cl)CCNC(=N)N)NC1=CC(=C(C=C1)Cl)C#N